5-amino-3-((5-(methoxycarbonyl)pyridin-2-yl)methyl)-1,2,3-oxadiazol-3-ium NC1=C[N+](=NO1)CC1=NC=C(C=C1)C(=O)OC